N[Co-2](N)(N)(N)N penta-aminocobalt (III)